FC([C@@H]1CC[C@H](CC1)COC=1C=C(C=NC1)N1C[C@@H](OCC1)CCC(=O)O)(F)F 3-[(2S)-4-(5-{[trans-4-(trifluoromethyl)cyclohexyl]methoxy}pyridin-3-yl)morpholin-2-yl]propanoic acid